BrC1=CC=C(CN2CC(CC2)OC)C=C1 1-(4-bromobenzyl)-3-methoxypyrrolidine